P(=O)([O-])([O-])[O-].[Ga+3] Gallium Orthophosphate